ClC1=CC=C(C=C1)C=1C=C2C(=NC1)NC=C2C(=O)C=2C=C(C=C(C2)F)NS(=O)(=O)CCC N-(3-(5-(4-chlorophenyl)-1H-pyrrolo[2,3-b]pyridine-3-carbonyl)-5-fluorophenyl)propane-1-sulfonamide